3-(5-aminoisoxazol-3-yl)benzonitrile NC1=CC(=NO1)C=1C=C(C#N)C=CC1